tert-Butyl 1-oxa-11-azadispiro[2.0.54.43]tridecane-11-carboxylate O1CC12C1(CCCCC1)CN(CC2)C(=O)OC(C)(C)C